BrN1C=C(C=2C1=NC=CC2Cl)CC bromo-4-chloro-3-ethyl-1H-pyrrolo[2,3-b]pyridine